acryloxybutyltrimethoxysilane C(C=C)(=O)OCCCC[Si](OC)(OC)OC